[3-[(5-fluoro-2-pyridyl)amino]-1-(2,2,2-trifluoroethyl)pyrazolo[4,3-c]pyridin-6-yl]-(3-hydroxy-3-methyl-piperidin-1-yl)methanone FC=1C=CC(=NC1)NC1=NN(C2=C1C=NC(=C2)C(=O)N2CC(CCC2)(C)O)CC(F)(F)F